ClC=1C(=C(C=CC1)C1(CN(C(C2=C1N=C(N=C2)NC2CN(C2)C(=O)C2(C(C2)(C)C)O)=O)C2=NC=CC=C2F)C)F 8-(3-chloro-2-fluorophenyl)-6-(3-fluoropyridin-2-yl)-2-{[1-(1-hydroxy-2,2-dimethylcyclopropane-1-carbonyl)azetidin-3-yl]amino}-8-methyl-7,8-dihydropyrido[4,3-d]pyrimidin-5(6H)-one